C(CCC)C=1N(C(=C(N1)Cl)C(=O)O)CC1=CC=C(C=C1)C1=C(C=CC(=C1)OC1=NC=CC=C1)C#N 2-Butyl-4-chloro-1-((2'-cyano-5'-(pyridin-2-yloxy)-[1,1'-biphenyl]-4-yl)methyl)-1H-imidazole-5-carboxylic Acid